FC(C(=O)[O-])(F)F.N1C(=NC=C1)C1=C(C=CC=C1)NCCC[NH3+] 3-((2-(1H-imidazol-2-yl)phenyl)amino)propan-1-aminium 2,2,2-trifluoroacetate